OC1(C(NC2=CC=CC=C12)=O)C(F)(F)F 3-hydroxy-3-(trifluoromethyl)indol-2-one